8-(1-aminoethyl)-3-ethyl-6-methyl-2-(1,4-oxazepan-4-yl)quinazolin-4(3H)-one NC(C)C=1C=C(C=C2C(N(C(=NC12)N1CCOCCC1)CC)=O)C